ethyl 2-(bis(4-methoxybenzyl)amino)oxazole-4-carboxylate COC1=CC=C(CN(C=2OC=C(N2)C(=O)OCC)CC2=CC=C(C=C2)OC)C=C1